(R)-(6-chlorothieno[2,3-b]pyridin-2-yl)(3,3-difluorocyclobutyl)methanol ClC1=CC=C2C(=N1)SC(=C2)[C@H](O)C2CC(C2)(F)F